rel-(S)-4-(5-(5-(7-Ethyl-7H-imidazo[4,5-c]pyridazin-4-yl)-2-fluorophenyl)-6-methoxy-2H-indazol-2-yl)-1-methylpiperidin-2-one C(C)N1C=NC2=C1N=NC=C2C=2C=CC(=C(C2)C2=CC1=CN(N=C1C=C2OC)[C@@H]2CC(N(CC2)C)=O)F |o1:28|